7-methoxy-2-[2-(9-pyridin-2-yl-6-oxa-spiro[4.5]decan-9-yl)-ethyl]-1,2,3,4-tetrahydroisoquinoline COC1=CC=C2CCN(CC2=C1)CCC1(CCOC2(CCCC2)C1)C1=NC=CC=C1